N-(1-ethyl-propyl)-N-nitroso-3,4-dimethyl-2,6-dinitroaniline C(C)C(CC)N(C1=C(C(=C(C=C1[N+](=O)[O-])C)C)[N+](=O)[O-])N=O